3-(tert-butyl)-N-(1-(4-(7-(2-ethoxyvinyl)-9H-pyrimido[4,5-b]indol-4-yl)-2-methylphenyl)ethyl)-1,2,4-oxadiazole-5-carboxamide C(C)(C)(C)C1=NOC(=N1)C(=O)NC(C)C1=C(C=C(C=C1)C1=NC=NC=2NC3=CC(=CC=C3C21)C=COCC)C